γ-methacryloxy-propyltrimethoxysilane C(C(=C)C)(=O)OCCC[Si](OC)(OC)OC